FC=1C(=CC=2C3=C(NC(C2C1)=O)COCC3)F 8,9-difluoro-6-oxo-1,4,5,6-tetrahydro-2H-pyrano[3,4-c]isoquinolin